C(C)(C)(C)OC(=O)N([C@H]1CN([C@@H](C(=C1)C)C(N)=O)C(=O)OC(C)(C)C)O tert-butyl (3R,6S)-3-((tert-butoxycarbonyl) (hydroxy) amino)-6-carbamoyl-5-methyl-3,6-dihydropyridine-1(2H)-carboxylate